benzotriazol-1-yl-oxo-tripyrrolidinylphosphonium hexafluorophosphate F[P-](F)(F)(F)(F)F.N1(N=NC2=C1C=CC=C2)[P+](N2C(CCC2)=O)(N2CCCC2)N2CCCC2